COC(=O)C1=CC2=C(N3C(S2)=NC(=C3)C3=C(C=C(C=C3)[C@H]3N(CCC3)C(=O)OC(C)(C)C)F)C=C1C (S)-2-(4-(1-(tert-butoxycarbonyl)pyrrolidin-2-yl)-2-fluorophenyl)-6-methylbenzo[d]imidazo[2,1-b]thiazole-7-carboxylic acid methyl ester